6-(benzyloxy)-7-methoxy-1-{(E)-2-[2-methyl-5-(5-methylpyridin-3-yl)phenyl]ethenyl}-1,2,3,4-tetrahydroisoquinoline C(C1=CC=CC=C1)OC=1C=C2CCNC(C2=CC1OC)\C=C\C1=C(C=CC(=C1)C=1C=NC=C(C1)C)C